benzyl 4-{4-[bis(4-methoxybenzyl)amino]-8-(2,2-difluorocyclopropyl)pyrazolo[1,5-a][1,3,5]triazin-2-yl}piperazine-1-carboxylate COC1=CC=C(CN(C2=NC(=NC=3N2N=CC3C3C(C3)(F)F)N3CCN(CC3)C(=O)OCC3=CC=CC=C3)CC3=CC=C(C=C3)OC)C=C1